4-(1-Methyl-1H-pyrazol-4-yl)cyclohexane-1-carbaldehyde CN1N=CC(=C1)C1CCC(CC1)C=O